[C@@H]12NC[C@@H](NC1)CC2 (1S,4S)-2,5-diazabicyclo[2.2.2]octane